(R)-tert-butyl 3-hydroxy-7-methyl-7,8-dihydropyrido[4,3-c]pyridazine-6(5H)-carboxylate OC1=CC2=C(N=N1)C[C@H](N(C2)C(=O)OC(C)(C)C)C